cesium toluenedisulfonate C(C1=CC=CC=C1)(S(=O)(=O)[O-])S(=O)(=O)[O-].[Cs+].[Cs+]